CN(CCCN1C(C=2N=C(N=CC2C1)N1C[C@H](OCC1)C)=O)C 6-[3-(dimethylamino)propyl]-2-[(2R)-2-methylmorpholin-4-yl]-5,6-dihydro-7H-pyrrolo[3,4-d]pyrimidin-7-one